C(C)(C)(C)OC(=O)N1CC(CCC1)C1=CN=C(C=2NC=3CCCCC3C21)C(N)=O 3-(1-carbamoyl-6,7,8,9-tetrahydro-5H-pyrido[3,4-b]Indol-4-yl)piperidine-1-carboxylic acid tert-butyl ester